6-[6-cyclopropyl-4-[4-fluoro-2-(3-fluoroazetidine-1-carbonyl)phenyl]pyridin-2-yl]-2-morpholin-3-yl-4-(trifluoromethyl)-1H-pyrrolo[2,3-c]pyridin-7-one C1(CC1)C1=CC(=CC(=N1)N1C(C2=C(C(=C1)C(F)(F)F)C=C(N2)C2NCCOC2)=O)C2=C(C=C(C=C2)F)C(=O)N2CC(C2)F